2-(3-(((4-(2-(2-aminopyridin-3-yl)-5-phenyl-3H-imidazo[4,5-b]pyridin-3-yl)benzyl)amino)methyl)phenyl)acetic acid NC1=NC=CC=C1C1=NC=2C(=NC(=CC2)C2=CC=CC=C2)N1C1=CC=C(CNCC=2C=C(C=CC2)CC(=O)O)C=C1